1-amino-cyclobutanecarbonitrile NC1(CCC1)C#N